N[C@@H]1CC(CC12CCN(CC2)C2=NC=C(C=1N2C=CN1)SC1=C(C(=CC=C1)Cl)Cl)O (4R)-4-amino-8-(8-((2,3-dichlorophenyl)thio)imidazo[1,2-c]pyrimidin-5-yl)-8-azaspiro[4.5]decan-2-ol